N-(5-(4-methylpiperazin-1-yl)-2-morpholinooxazolo[4,5-b]pyridin-6-yl)-2-(2-methylpyridin-4-yl)oxazole-4-carboxamide hydrochloride Cl.CN1CCN(CC1)C1=C(C=C2C(=N1)N=C(O2)N2CCOCC2)NC(=O)C=2N=C(OC2)C2=CC(=NC=C2)C